7-chloro-6-(2,3-difluoro-6-methoxyphenyl)-4-(2-isopropyl-6-methylphenyl)-1,4-dihydroquinoxaline-2,3-dione ClC1=C(C=C2N(C(C(NC2=C1)=O)=O)C1=C(C=CC=C1C)C(C)C)C1=C(C(=CC=C1OC)F)F